Cl.COC[C@H](C)N (S)-1-methoxy-2-propylamine hydrochloride